NC1=NC(=CC(=N1)O[C@@H]1CN(CC1)CC(=O)NC=1C=CC=C2C(=CNC12)C1=NC(=NC=C1C)NC1=NN(C(=C1)C)C)C1=C(C=CC(=C1)Cl)F (S)-2-(3-((2-amino-6-(5-chloro-2-fluorophenyl)pyrimidin-4-yl)oxy)pyrrolidin-1-yl)-N-(3-(2-((1,5-dimethyl-1H-pyrazol-3-yl)amino)-5-methylpyrimidin-4-yl)-1H-indol-7-yl)acetamide